tert-Butyl (R)-3-benzyl-4-((R)-3-((S)-2-((S)-2-((tert-butoxycarbonyl)amino)propanamido)-3-hydroxy-N-methylpropanamido)-3-(4-chlorobenzyl)piperidin-1-yl)-4-oxobutanoate C(C1=CC=CC=C1)[C@H](CC(=O)OC(C)(C)C)C(=O)N1C[C@@](CCC1)(CC1=CC=C(C=C1)Cl)N(C([C@H](CO)NC([C@H](C)NC(=O)OC(C)(C)C)=O)=O)C